ClC1=NC=CC2=CC(=CC=C12)OCC(C(C)C)(C)NC(OC(C)(C)C)=O tert-butyl (1-((1-chloroisoquinolin-6-yl)oxy)-2,3-dimethylbutan-2-yl)carbamate